C[Si](O[Si](C=C)(C1=CC=CC=C1)C)(C=C)C 1,1,3-trimethyl-3-phenyl-1,3-divinyldisiloxane